2-[(Z)-[4-amino-8-(trans-4-aminocyclohexoxy)-5,5-dimethyl-benzo[h]quinazolin-6-ylidene]amino]oxyethanol NC1=NC=NC=2C3=C(\C(\C(C12)(C)C)=N/OCCO)C=C(C=C3)O[C@@H]3CC[C@H](CC3)N